alpha-methyl-4-(2-methylpropyl)phenylacetic acid-3-chloro-2,2-dimethylpropyl ester ClCC(COC(C(C)C1=CC=C(C=C1)CC(C)C)=O)(C)C